O1C(OC=C1)=C1OC=CO1 bi[1,3]dioxol-2-yl